C(CCCC)(=O)OCCCC(OOC(C)(C)C)OOC(C)(C)C 4,4-di(tert-butylperoxy)butyl valerate